NCCC(=O)N(C1=C(C=C(C=C1)C1=CC=C(C=N1)C(=O)NCC=1C=NC=CC1)C)C 6-[4-[3-aminopropanoyl(methyl)amino]-3-methyl-phenyl]-N-(3-pyridyl-methyl)pyridine-3-carboxamide